CN(CCN(C)CC1=CC=C(O1)C1=NC(=CC(=C1)NC1CC(C1)N)C1=CC=C(C=C1)OC)C N1-{2-[5-({[2-(dimethylamino)ethyl](methyl)amino}methyl)furan-2-yl]-6-(4-methoxyphenyl)pyridin-4-yl}cyclobutane-1,3-diamine